4-{2-[5-Bromo-2-(4-methoxy-2,3-dimethylbenzensulfonamido)phenyl]ethynyl}-isochinolin BrC=1C=CC(=C(C1)C#CC1=CN=CC2=CC=CC=C12)NS(=O)(=O)C1=C(C(=C(C=C1)OC)C)C